Cl[Si](C)(C)C1CCCCC1 chloro(cyclohexyl)dimethylsilane